Cl.FC1(C[C@H](NC1)C(=O)N)F (2S)-4,4-difluoropyrrolidine-2-carboxamide hydrochloride